CC1(C=C(C=C1)C)[Zr]C1(C=C(C=C1)C)C bis(1,3-dimethylcyclopentadienyl)zirconium